β-Hydroxy-β-methylbutyrate OC(CC(=O)[O-])(C)C